4-bromo-7,8-difluoroisoquinolin-1(2H)-one BrC1=CNC(C2=C(C(=CC=C12)F)F)=O